OC1=C(C(=CC(=C1C(=O)N1CCN(CC1)C)CCCCC)O)C1=CC(=CC=C1)C (2,6-dihydroxy-3'-methyl-4-pentyl-[1,1'-biphenyl]-3-yl)(4-methylpiperazin-1-yl)methanone